N1CCOCCC1 4-oxaazacycloheptane